N1-(5-undecylbenzo[d]oxazol-2-yl)ethane-1,2-diamine hydrochloride Cl.C(CCCCCCCCCC)C=1C=CC2=C(N=C(O2)NCCN)C1